C(C=C)(=O)OCC1(COC1)C (3-methyloxetan-3-yl)methyl acrylate